C(C=C)S(=O)(=O)[O-] allyl-sulphonate